1-Butyl-3-methylimidazolium Trifluoroacetate FC(C(=O)[O-])(F)F.C(CCC)N1C=[N+](C=C1)C